C1(CCC1)N1CC2(CN(C2)C(=O)C2=CC=C(C=C2)C2CC3(CC(C3)C#N)CCN2CC2=C3C=CNC3=C(C=C2C2CC2)C)C1 6-(4-(6-cyclobutyl-2,6-diazaspiro[3.3]heptane-2-carbonyl)phenyl)-7-((5-cyclopropyl-7-methyl-1H-indol-4-yl)methyl)-7-azaspiro[3.5]nonane-2-carbonitrile